C(C1=CC=CC=C1)C1N=C2SC=C(N2C1)CSC1=NC2=CC=CC=C2CN1 6-benzyl-3-(((3,4-dihydroquinazolin-2-yl)thio)methyl)-5,6-dihydroimidazo[2,1-b]thiazole